4-(2-((2-butoxy-5-chlorobenzyl)amino)ethyl)-N-(prop-2-yn-1-yl)benzenesulfonamide C(CCC)OC1=C(CNCCC2=CC=C(C=C2)S(=O)(=O)NCC#C)C=C(C=C1)Cl